ClC=1C=C(C=C(C1OC1=NNC(C(=C1)C1CCCCC1)=O)Cl)C1=C(C(=O)N)C=CC=C1 (3,5-dichloro-4-((5-cyclohexyl-6-oxo-1,6-dihydropyridazin-3-yl)oxy)phenyl)benzamide